C(C)N1C2=C(N(C(C(C1)(F)F)=O)C)C=NC(=N2)NC2=C(C(=O)O)C=CC=C2OC ((9-ethyl-7,7-difluoro-5-methyl-6-oxo-8H-pyrimido[4,5-b][1,4]diazepin-2-yl)amino)-3-methoxy-benzoic acid